N-(3-chloro-5-(methylsulfonylamino)phenyl)-4-(3-methyl-2-oxoimidazolidin-1-yl)thiophene-2-carboxamide ClC=1C=C(C=C(C1)NS(=O)(=O)C)NC(=O)C=1SC=C(C1)N1C(N(CC1)C)=O